[C@H]12CNC[C@H](N(C1)C(=O)OC(C)(C)C)CC2 tert-Butyl (1S,5R)-3,6-diazabicyclo[3.2.2]nonane-6-carboxylate